N1N=CC2=CC=C(C=C12)C1=NC(=NC(=N1)NC(C)(C1=NC(=CC=C1)C)C)N 6-(1H-indazol-6-yl)-N2-[1-methyl-1-(6-methyl-2-pyridyl)ethyl]-1,3,5-triazine-2,4-diamine